(E)-1-(3,4-dimethoxyphenyl)ethan-1-one O-((3-(p-tolyl)isoxazol-5-yl)methyl) oxime C1(=CC=C(C=C1)C1=NOC(=C1)CO\N=C(/C)\C1=CC(=C(C=C1)OC)OC)C